(2S,3S,4S,5R)-3,4,5-Tribenzyloxy-2-(benzyloxymethyl)-2-hydroxy-6-(4-methylpiperazin-1-yl)-6-oxo-hexanal C(C1=CC=CC=C1)O[C@H]([C@@](C=O)(O)COCC1=CC=CC=C1)[C@@H]([C@H](C(=O)N1CCN(CC1)C)OCC1=CC=CC=C1)OCC1=CC=CC=C1